OC=1C(=C(C2=C(CCC(O2)(C(=O)OC)C)C1C)C)C methyl 6-hydroxy-2,5,7,8-tetramethyl-3,4-dihydro-2H-1-benzopyran-2-carboxylate